(2R)-2-(6-{5-chloro-2-[(oxacyclohex-4-yl)amino]pyrimidin-4-yl}-1-oxo-2,3-dihydro-1H-isoindol-2-yl)-N-[(1S)-1-[3-(difluoromethoxy)phenyl]-2-hydroxyethyl]propionamide ClC=1C(=NC(=NC1)NC1CCOCC1)C1=CC=C2CN(C(C2=C1)=O)[C@@H](C(=O)N[C@H](CO)C1=CC(=CC=C1)OC(F)F)C